4-methyl-tridecane-7-ol CC(CCC)CCC(CCCCCC)O